The molecule is an anthracycline antibiotic isolated from the culture broth of Nocardia sp. MJ896-43F17. It exhibits significant antimycobacterial activity against several drug-resistant Mycobacterium smegmatis strains. It has a role as an antimycobacterial drug. It is an anthracycline antibiotic, an aminoglycoside, a deoxy hexoside, an aromatic ether and a tertiary amino compound. CC1C(C(CC(O1)OC2C(C(C(C3=CC4=C(C(=C23)O)C(=O)C5=C(C=CC(=C5C4=O)OC)O)O)(C)O)OC)(C)N(C)C)O